ClC1=C(C=CC=C1)CC(=O)NC1=CC(=C(C=C1)OC1CCCC1)S(N)(=O)=O 2-(2-chlorophenyl)-N-[4-(cyclopentyloxy)-3-sulfamoylphenyl]acetamide